C1(CC1)S(=O)(=O)N1CC(N(CC1)CC1=CC=2N=C(N=C(C2S1)N1CCOCC1)N1C(=NC2=C1C=CC=C2)C)=O 4-(cyclopropylsulfonyl)-1-((2-(2-methyl-1H-benzimidazol-1-yl)-4-morpholinylthieno[3,2-d]pyrimidin-6-yl)methyl)piperazin-2-one